C1(CCCC1)N1C(=CC2=C1N=C(N=C2)NC2=CC=C(C=C2)OCCN2CCN(CC2)CC2=CC(=CC=C2)C2C(NC(CC2)=O)=O)C(=O)N(C)C 7-cyclopentyl-2-((4-(2-(4-(3-(2,6-dioxopiperidin-3-yl)benzyl)-piperazin-1-yl)-ethoxy)phenyl)amino)-N,N-dimethyl-7H-pyrrolo[2,3-d]pyrimidine-6-carboxamide